O=CCC12CCC(CC1)(C2)C(=O)OC Methyl 4-(2-oxoethyl)norbornane-1-carboxylate